N-[1,1'-biphenyl]-4-yl-N-(9,9-dimethyl-9H-fluoren-2-yl)-9,9'-spirobi[9H-fluorene]-2-amine C1(=CC=C(C=C1)N(C1=CC=2C3(C4=CC=CC=C4C2C=C1)C1=CC=CC=C1C=1C=CC=CC13)C1=CC=3C(C2=CC=CC=C2C3C=C1)(C)C)C1=CC=CC=C1